(6S)-6-methylpiperidin C[C@H]1CCCCN1